COC1=C(C=C(C=N1)C1=CC=C2C(=NNC2=C1)C(=O)NC)C(NC1CC(CCC1)OC1=CC=CC=C1)=O 6-{6-methoxy-5-[(3-phenoxycyclohexyl)carbamoyl]pyridin-3-yl}-N-methyl-1H-indazole-3-carboxamide